FC=1C(=CC2=C(C(=NS2)NC(C2=CC=CC=C2)=O)C1)F N-(5,6-Difluorobenzo[d]isothiazol-3-yl)benzamide